2-(difluoromethoxy)-1-fluoro-3-isothiocyanatobenzene FC(OC1=C(C=CC=C1N=C=S)F)F